C(C)(C)(C)OC(=O)N1CCC2(CCN(C2=O)[C@H](C(=O)O)C(C)C)CC1 (2S)-2-(8-tert-butoxycarbonyl-1-oxo-2,8-diazaspiro[4.5]decan-2-yl)-3-methyl-butyric acid